ClC(C(=O)OCC)(F)C1=C(C(=CC=C1)Cl)OC ethyl 2-chloro-2-(3-chloro-2-methoxy-phenyl)-2-fluoro-acetate